N-(cyclopropanesulfonyl)-4-[(1S,4S,5R)-5-{[5-cyclopropyl-3-(2,6-dichlorophenyl)-1,2-oxazol-4-yl]methoxy}-2-azabicyclo[2.2.1]heptan-2-yl]-3-fluorobenzamide C1(CC1)S(=O)(=O)NC(C1=CC(=C(C=C1)N1[C@@H]2C[C@H]([C@H](C1)C2)OCC=2C(=NOC2C2CC2)C2=C(C=CC=C2Cl)Cl)F)=O